ClC1=C(SC2=NC(=CC=C21)C2=CC=1C(N=C2)=NN(C1)C)C1(CC(C1)OC)O cis-1-(3-chloro-6-(2-methyl-2H-pyrazolo[3,4-b]pyridin-5-yl)thieno[2,3-b]pyridin-2-yl)-3-methoxycyclobutanol